3-(Methoxymethoxy)-8-vinyl-6H-benzo[c]chromen-6-one COCOC1=CC=C2C3=C(C(OC2=C1)=O)C=C(C=C3)C=C